N1(N=NC2=C1C=CC=C2)P([O-])([O-])=O benzotriazole-1-ylphosphonate